ethyl 8-amino-1-(2-chloro-5-fluorophenyl)-3-oxo-1,2,3,4-tetrahydropyrrolo[1,2-a]pyrazine-6-carboxylate NC=1C=C(N2C1C(NC(C2)=O)C2=C(C=CC(=C2)F)Cl)C(=O)OCC